2-Amino-6-(2,6-Difluoro-Benzoyl)-Imidazo[1,2-a]Pyridin NC=1N=C2N(C=C(C=C2)C(C2=C(C=CC=C2F)F)=O)C1